5-(1-methyl-1H-benzo[d][1,2,3]triazol-6-yl)-N-(trans-3-morpholinocyclobutyl)pyrrolo[2,1-f][1,2,4]triazin-2-amine CN1N=NC2=C1C=C(C=C2)C=2C=CN1N=C(N=CC12)N[C@@H]1C[C@H](C1)N1CCOCC1